4-(3-propyl)morpholine Copper(I) Tetrafluoroborate F[B-](F)(F)F.[Cu+].CCCN1CCOCC1